CNC(C1=C(C=C(C=C1)NC1(CCCC1)C#N)F)=O N-methyl-2-fluoro-4-(1-cyanocyclopentyl)aminobenzamide